(E)-6-(hydrazinomethylene)naphthalene tert-Butyl-3-fluoro-4-(1H-pyrazol-4-yl)benzoate C(C)(C)(C)OC(C1=CC(=C(C=C1)C=1C=NNC1)F)=O.N(N)\C=C\1/CC=2C=CC=CC2C=C1